3-((S)-1-(1H-imidazol-4-yl)ethyl)-2-methylbenzyl (2S,3R)-2-ethyl-4-(1-methyl-1H-imidazol-5-yl)-3-((pivaloyloxy) methyl)butanoate C(C)[C@H](C(=O)OCC1=C(C(=CC=C1)[C@H](C)C=1N=CNC1)C)[C@@H](CC1=CN=CN1C)COC(C(C)(C)C)=O